[4-[6-[tert-butoxycarbonyl(methyl)amino]-2-(4-chlorobenzoyl)-3-pyridyl]-3-methyl-isoxazol-5-yl]methyl benzoate C(C1=CC=CC=C1)(=O)OCC1=C(C(=NO1)C)C=1C(=NC(=CC1)N(C)C(=O)OC(C)(C)C)C(C1=CC=C(C=C1)Cl)=O